[15NH2][13CH2][13CH2][13C]1=[13CH][13CH]=[13C]([13CH]=[13CH]1)O [13C8,15N]tyramine